Methyl-4,6-dimethylphenol CC1=C(C(=CC(=C1)C)C)O